C(C)(C)(C)OC(N(C)CC=1C(=NN(C1)C)Br)=O ((3-bromo-1-methyl-1H-pyrazol-4-yl)methyl)(methyl)carbamic acid tert-butyl ester